1-trifluoromethoxy-phenyl-3-(1-propionyl-piperidin-4-yl)urea FC(OC1(CC=CC=C1)NC(=O)NC1CCN(CC1)C(CC)=O)(F)F